3-bromo-5-(4,4-difluoropiperidin-3-yl)pyridin-2(1H)-one dihydrochloride Cl.Cl.BrC=1C(NC=C(C1)C1CNCCC1(F)F)=O